(cis)-benzyl 5-((tert-butyldiphenylsilyl) oxy)-3,3-difluorohexahydrocyclopenta[b]pyrrole-1(2H)-carboxylate [Si](C1=CC=CC=C1)(C1=CC=CC=C1)(C(C)(C)C)OC1CC2C(N(CC2(F)F)C(=O)OCC2=CC=CC=C2)C1